((S)-1-cyclohexylethyl)-2-(2,6-dioxopiperidin-3-yl)-1-oxoisoindoline-5-carboxamide C1(CCCCC1)[C@H](C)C1N(C(C2=CC=C(C=C12)C(=O)N)=O)C1C(NC(CC1)=O)=O